ClC=1C=C(C=CC1)C(C(=O)OCC)(CNC(=S)NC1=C2CCCC2=CC=2CCCC12)O ethyl 2-(3-chlorophenyl)-3-(3-(1,2,3,5,6,7-hexahydro-s-indacen-4-yl) thioureido)-2-hydroxypropionate